C(#N)C=1C=C2C(=CC1)NC(C21CCN(CC1)CCOC1=CC(=C(C(=O)N)C=C1)C(F)F)=O 4-(2-{5-cyano-2-oxo-1,2-dihydrospiro[indole-3,4'-piperidin]-1'-yl}ethoxy)-2-(difluoromethyl)benzamide